CC1=CC=CC2=C(C3=CC=CC=C3C(=C12)C(=O)OCCCCCCCC)C(=O)OCCCCCCCC 1-methyl-9,10-bis(n-octyloxycarbonyl)anthracene